C1CCC2=C(C=3CCCC3C=C12)NC(=O)NS(=O)(=O)C1=CC=C(C=C1)B1O[C@@]2(C(O1)C[C@H]1C([C@@H]2C1)(C)C)C N-((1,2,3,5,6,7-hexahydro-s-indacen-4-yl)carbamoyl)-4-((3aS,4S,6S)-3a,5,5-trimethylhexahydro-4,6-methanobenzo[d][1,3,2]dioxaborol-2-yl)benzenesulfonamide